methyl 5-(5-(1,3-dimethyl-2-oxo-7-(tetrahydro-2H-pyran-4-yl)-1,2-dihydro-1,6-naphthyridin-5-yl)-5,6,7,8-tetrahydropyrido[3,2-d]pyrimidin-2-yl)picolinate CN1C(C(=CC2=C(N=C(C=C12)C1CCOCC1)N1CCCC=2N=C(N=CC21)C=2C=CC(=NC2)C(=O)OC)C)=O